4-(1,3-dihydro-1-keto-2H-isoindol-2-yl)-α-methylphenylacetic acid O=C1N(CC2=CC=CC=C12)C1=CC=C(C=C1)C(C(=O)O)C